N-((4-Chloro-2,6-diisopropylphenyl)carbamoyl)-1-methyl-5-(morpholinomethyl)-1H-pyrazole-3-sulfonamide, Sodium Salt [Na].ClC1=CC(=C(C(=C1)C(C)C)NC(=O)NS(=O)(=O)C1=NN(C(=C1)CN1CCOCC1)C)C(C)C